8-((2s,5s)-5-(methoxymethyl)-2-methylpiperazin-1-yl)-5-methyl-6-oxo-5,6-dihydro-1,5-naphthyridine-2-carbonitrile COC[C@H]1NC[C@@H](N(C1)C1=CC(N(C=2C=CC(=NC12)C#N)C)=O)C